C(C1=CC=CC=C1)OC1=NC(=CC=C1NC1=CC(=C(C=C1)C=1CCN(CC1)C(=O)OC(C)(C)C)F)OCC1=CC=CC=C1 tert-butyl 4-[4-[(2,6-dibenzyloxy-3-pyridyl)amino]-2-fluoro-phenyl]-3,6-dihydro-2H-pyridine-1-carboxylate